2-(2,6-dioxopiperidin-3-yl)-5-(4-(2-(4-((1-(4-(6-methoxybenzo[d]thiazol-2-yl)phenyl)azetidin-3-yl)oxy)piperidin-1-yl)ethyl)piperazin-1-yl)isoindoline-1,3-dione O=C1NC(CCC1N1C(C2=CC=C(C=C2C1=O)N1CCN(CC1)CCN1CCC(CC1)OC1CN(C1)C1=CC=C(C=C1)C=1SC2=C(N1)C=CC(=C2)OC)=O)=O